C(C)(C)(C)C1=CC=CC2=CC3=CC=CC=C3C(=C12)OC(=O)CC(C(=O)O)CCCCCCCCCCCCCCCC 1-(tert-butyl)-9-(2-n-hexadecyl-2-carboxyethyl)carbonyloxyanthracene